ClCCN(S(=O)(=O)C1=CC=C(C=C1)C)CCCl N,N-bis(2-chloroethyl)-4-methyl-benzenesulfonamide